C(C)(=O)OC(C)=O.[Zr] zirconium monoacetyl acetate